4-(2-(3-(3-chloro-2-fluoro-6-(2H-tetrazol-2-yl)phenyl)acrylamido)-2-phenylacetamido)-3-fluorobenzoic acid tert-butyl ester C(C)(C)(C)OC(C1=CC(=C(C=C1)NC(C(C1=CC=CC=C1)NC(C=CC1=C(C(=CC=C1N1N=CN=N1)Cl)F)=O)=O)F)=O